C(C=CC=C)(=O)OCC[N+](C)(C)C choline 2,4-pentadienoate